3-(trans-4-(2-(8-ethoxy-1,3,4,9-tetrahydro-2H-pyrido[3,4-b]indol-2-yl)ethyl)cyclohexyl)-1,1-dimethylurea C(C)OC=1C=CC=C2C3=C(NC12)CN(CC3)CC[C@@H]3CC[C@H](CC3)NC(N(C)C)=O